CCP(O)(=O)C methyl-(dimethylphosphinic acid)